2'-chloro-5'-methoxy-6-methyl-N-(5-(pyrazolo[1,5-a]pyrimidine-7-carbonyl)-5,6-dihydro-4H-pyrrolo[3,4-d]thiazol-2-yl)-[4,4'-bipyridine]-3-carboxamide ClC1=NC=C(C(=C1)C1=C(C=NC(=C1)C)C(=O)NC=1SC2=C(N1)CN(C2)C(=O)C2=CC=NC=1N2N=CC1)OC